4'-{[(1R,2R,5S)-3-{[4-(propan-2-yl)phenyl]carbamoyl}-3-azabicyclo[3.1.0]hexane-2-carbonyl]amino}[1,1'-biphenyl]-3-carboxylic acid CC(C)C1=CC=C(C=C1)NC(=O)N1[C@H]([C@@H]2C[C@@H]2C1)C(=O)NC1=CC=C(C=C1)C1=CC(=CC=C1)C(=O)O